BrC1=CC(=C2N(C1=O)C(NC2=O)C(F)(F)F)Cl 6-bromo-8-chloro-3-(trifluoromethyl)-2,3-dihydroimidazo[1,5-a]pyridine-1,5-dione